(2S)-2-(2-tert-butoxycarbonyl-5-oxo-2,6-diazaspiro[3.5]nonan-6-yl)-3-methyl-butanoic acid C(C)(C)(C)OC(=O)N1CC2(C1)C(N(CCC2)[C@H](C(=O)O)C(C)C)=O